FC1=C(C=C(C=C1)F)C1CC=NN1C(=O)C1CC2C(CN(C2)C2=CC(=NC=N2)C(=O)N)C1 6-(5-(5-(2,5-difluorophenyl)-4,5-dihydro-1H-pyrazole-1-carbonyl)hexahydrocyclopenta[c]pyrrol-2(1H)-yl)pyrimidine-4-carboxamide